benzo[c]phenanthren-3-ylboronic acid C1=CC(=CC=2C=CC=3C=CC=4C=CC=CC4C3C21)B(O)O